FC(C(=O)O)(F)F.C(C)OC(=O)C1(CCNCC1)C=1N=NC(=CC1)C=1C(=NC=CC1)OCC 4-[6-(2-ethoxypyridin-3-yl)pyridazin-3-yl]piperidine-4-carboxylic acid ethyl ester trifluoroacetate